dichloromolybdenum oxide Cl[Mo](Cl)=O